C[C@H](CCC=C(C)C)[C@]12CCC(=C)[C@H]1C2 The molecule is a sesquiterpene that consists of (1R,5R)-2-methylidenebicyclo[3.1.0]hexane having a (2R)-6-methylhept-5-en-2-yl group at position 5. It has a role as a plant metabolite.